(4-Hydroxyphenyl)-2-propen-1-ol OC1=CC=C(C=C1)C(C=C)O